N[C@H](C(=O)O)CCCC(=O)O.Cl[Si](Cl)(Cl)CC(=C)C[Si](Cl)(Cl)Cl 1,1-bis(trichlorosilylmethyl) ethylene L-2-Aminoadipate